ClC1=NC(=NC(=N1)C1=CC(=CC=C1)C1=CC2=C(OC3=C2C=CC=C3)C=C1)C1=CC=CC=C1 2-chloro-4-(3-(dibenzo[b,d]furan-2-yl)phenyl)-6-phenyl-1,3,5-triazine